ClC1=NC=C(C=C1C=1C(=NC=CC1S(=O)(=O)N)F)B1OC(C(O1)(C)C)(C)C (2-chloro-5-(4,4,5,5-tetramethyl-1,3,2-dioxaborolan-2-yl)pyridin-3-yl)-2-fluoropyridine-4-sulfonamide